tert-butyl 3-(5-aminopyridin-3-yl)-1,4-oxazepane-4-carboxylate NC=1C=C(C=NC1)C1COCCCN1C(=O)OC(C)(C)C